N1N=CC2=CC(=CC=C12)C#CC1=NC(=NC=C1)C1=NC(=NC=C1)NCC1NCCCC1 4-((1H-Indazol-5-yl)ethynyl)-N-(piperidin-2-ylmethyl)-[2,4'-bipyrimidin]-2'-amine